ClC1=CC(=C(C=C1)C1=NC(=CC=2N=C(N(C(C21)=O)C)C(F)(F)F)N2C[C@@H](OCC2)C=2C=NN(C2)C)F 5-(4-chloro-2-fluorophenyl)-3-methyl-7-((2S)-2-(1-methyl-1H-pyrazol-4-yl)-4-morpholinyl)-2-(trifluoromethyl)pyrido[4,3-d]pyrimidin-4(3H)-one